mannuronic acid sodium salt [Na+].O=C[C@@H](O)[C@@H](O)[C@H](O)[C@H](O)C(=O)[O-]